1-[7-fluoro-1-methyl-6-(4-piperidyl)indazol-3-yl]hexahydropyrimidine-2,4-dione FC=1C(=CC=C2C(=NN(C12)C)N1C(NC(CC1)=O)=O)C1CCNCC1